Ethyl 2-(4-((4-(3-bromo-5-(trifluoromethyl) pyridin-2-yl) piperazin-1-yl) methyl)-2,6-dimethylphenoxy)-2-methylpropionate BrC=1C(=NC=C(C1)C(F)(F)F)N1CCN(CC1)CC1=CC(=C(OC(C(=O)OCC)(C)C)C(=C1)C)C